ClC1=C2C=NC(=NC2=CC=C1)NC1=CC(=CC=C1)N1CCN(CC1)C 5-chloro-N-(3-(4-methylpiperazin-1-yl)phenyl)quinazolin-2-amine